ClC1=C(C=CC=C1Cl)C1=CC=C(O1)C=O 5-(2,3-dichlorophenyl)furan-2-carbaldehyde